4,6-Dichloro-2-(methylthio)-5-nitropyrimidine ClC1=NC(=NC(=C1[N+](=O)[O-])Cl)SC